5-bromo-2,3-dihydro-1H-indene-1-one BrC=1C=C2CCC(C2=CC1)=O